Cl.N1C[C@H](CCC1)C1=CC=C(C=C1)NC(=O)C1=NC=C(C=C1F)F |r| (RS)-3,5-Difluoro-pyridine-2-carboxylic acid (4-piperidin-3-yl-phenyl)-amide hydrochloride